ClC=1C=NC=CC1C1=NNC2=NC(=CN=C21)N2CCC(CC2)(C)CN (1-(3-(3-chloro-pyridin-4-yl)-1H-pyrazolo[3,4-b]-pyrazin-6-yl)-4-methylpiperidin-4-yl)methanamine